N1=C(NCC2=CC=CC=C12)SCC1=CSC2=NC3=CC=CC=C3C(N21)C2=CC=CC=C2 3-(((3,4-dihydroquinazolin-2-yl)thio)methyl)-5-phenyl-5H-thiazolo[2,3-b]quinazoline